5-p-cyanobenzylidene-4-phenyl-furan C(#N)C1=CC=C(C=C2C(=CCO2)C2=CC=CC=C2)C=C1